C1(=CC=CC=C1)C=1NC=C(N1)CO 2-phenyl-4-hydroxymethyl-imidazole